OCC(CCCCCC)=O alpha-Hydroxyoctanon